methoxycarbonyl-3-(propan-2-yloxy)benzoic acid COC(=O)C1=C(C(=O)O)C=CC=C1OC(C)C